pentaerythritol tetra[(3,5-di-tert-butyl-4-hydroxyphenyl) propionate] C(C)(C)(C)C=1C=C(C=C(C1O)C(C)(C)C)C(C(=O)OCC(COC(C(C)C1=CC(=C(C(=C1)C(C)(C)C)O)C(C)(C)C)=O)(COC(C(C)C1=CC(=C(C(=C1)C(C)(C)C)O)C(C)(C)C)=O)COC(C(C)C1=CC(=C(C(=C1)C(C)(C)C)O)C(C)(C)C)=O)C